(S)-4-((1-(8-([1,2,5]oxadiazolo[3,4-b]pyridin-6-yl)-4-chloro-1-oxo-2-phenyl-1,2-dihydroisoquinolin-3-yl)ethyl)amino)pyrido[2,3-d]pyrimidin-5(8H)-one N=1ON=C2N=CC(=CC21)C=2C=CC=C1C(=C(N(C(C21)=O)C2=CC=CC=C2)[C@H](C)NC=2C1=C(N=CN2)NC=CC1=O)Cl